1-{4-[(2-{3-[(2-methoxy-4-sulfamoylphenyl)amino]prop-1-yn-1-yl}-1-(2,2,2-trifluoroethyl)-1H-indol-4-yl)amino]piperidin-1-yl}propan-2-yl acetate C(C)(=O)OC(CN1CCC(CC1)NC1=C2C=C(N(C2=CC=C1)CC(F)(F)F)C#CCNC1=C(C=C(C=C1)S(N)(=O)=O)OC)C